C(C)O\C=C(\C(=O)OCC)/C(C)=O ethyl (2E)-2-(ethoxymethylene)-3-oxobutyrate